2-chloro-4-(3-(di(naphthalen-2-yl)(phenyl)silyl)phenyl)-6-(naphthalen-1-yl)-1,3,5-triazine ClC1=NC(=NC(=N1)C1=CC(=CC=C1)[Si](C1=CC=CC=C1)(C1=CC2=CC=CC=C2C=C1)C1=CC2=CC=CC=C2C=C1)C1=CC=CC2=CC=CC=C12